2-bromo-3'-nitro-1,1'-biphenyl BrC1=C(C=CC=C1)C1=CC(=CC=C1)[N+](=O)[O-]